COC=1C=C(C=CC1OC)/C=C/C=1C=C(C=C(C1)O)O 5-[(1E)-2-(3,4-Dimethoxyphenyl)ethenyl]-1,3-benzenediol